N-(4-chloro-2,5-difluorophenyl)-5H-[1,3]dioxolo[4,5-f]indole-7-sulfonamide ClC1=CC(=C(C=C1F)NS(=O)(=O)C1=CNC=2C=C3C(=CC12)OCO3)F